C(#N)C1=CC(=C(C=C1)NC(C(C)(C)N1N=CC(=C1)C#CC1CN(C1)C=1C=C2C(N(C(C2=CC1)=O)C1C(NC(CC1)=O)=O)=O)=O)C(F)(F)F N-(4-cyano-2-(trifluoromethyl)phenyl)-2-(4-((1-(2-(2,6-dioxopiperidin-3-yl)-1,3-dioxoisoindolin-5-yl)azetidin-3-yl)ethynyl)-1H-pyrazol-1-yl)-2-methylpropanamide